(4R)-N-[2-amino-5-(trifluoromethyl)indan-1-yl]-4-(4,4-diethyl-2-imino-6-oxo-hexahydropyrimidin-1-yl)chromane-6-carboxamide NC1C(C2=CC=C(C=C2C1)C(F)(F)F)NC(=O)C=1C=C2[C@@H](CCOC2=CC1)N1C(NC(CC1=O)(CC)CC)=N